BrC=1C=C(C(=NC1)C1=NC=2C(=NC=C(C2)C#N)N1C)SCC 2-[5-bromo-3-(ethylsulfanyl)pyridin-2-yl]-3-methylimidazo[4,5-b]pyridine-6-carbonitrile